CC1=CC2=C(N=C(O2)SC2=NC(=CC(=N2)Cl)Cl)C=C1 6-methyl-2-((4,6-dichloropyrimidin-2-yl)thio)benzo[d]oxazole